C(C)(C)(C)C1=CC(=C(C=C1)C=1C=C2CCN(C(C2=CC1)=O)C=1C=CC(=C(C1)NS(=O)(=O)C)O)N1CCN(CC1)C N-(5-(6-(4-(tert-butyl)-2-(4-methylpiperazin-1-yl)phenyl)-1-oxo-3,4-dihydroisoquinolin-2(1H)-yl)-2-hydroxyphenyl)methanesulfonamide